O[C@H]1[C@H](O[C@@]2([C@@H](CCO2)NC(=O)C=2C=CC=C3C=CC=NC23)[C@@H]([C@H]1N1N=NC(=C1)C1=CC(=C(C(=C1)F)F)F)O)CO N-((4R,5S,7R,8R,9S,10R)-8,10-dihydroxy-7-(hydroxymethyl)-9-(4-(3,4,5-trifluorophenyl)-1H-1,2,3-triazol-1-yl)-1,6-dioxaspiro[4.5]decan-4-yl)quinoline-8-carboxamide